(E)-1,1-dimethoxy-3,7-dimethylocta-2,6-diene COC(\C=C(\CCC=C(C)C)/C)OC